9-chloro-7-(5-fluoroindol-1-yl)-4-(1,3-thiazol-4-ylmethyl)-3,5-dihydro-2H-1,4-benzoxazepine ClC1=CC(=CC=2CN(CCOC21)CC=2N=CSC2)N2C=CC1=CC(=CC=C21)F